OCC1=CC=C(C=C1)C=1C=CC=2N(N1)C(=CN2)C=2C=C(C=CC2)O 3-[6-[4-(hydroxymethyl)phenyl]imidazo[1,2-b]pyridazin-3-yl]phenol